ClC1=CC(=C(C(=O)N2C[C@H](N(CC2)C=2C=CC(=NC2C(=O)NCCN(C)C)C=2C(=NC=CC2)OCC)CC)C=C1)C(F)(F)F 5-[(2R)-4-[4-chloro-2-(trifluoromethyl)benzoyl]-2-ethylpiperazin-1-yl]-N-[2-(dimethylamino)ethyl]-2'-ethoxy-[2,3'-bipyridine]-6-carboxamide